(1R,2S)-5'-methoxy-2-{3-[2-methoxy-5-(1,3-oxazol-2-yl)anilino]-1H-indazol-6-yl}spiro[cyclopropane-1,3'-indol]-2'(1'H)-one COC=1C=C2[C@]3(C(NC2=CC1)=O)[C@@H](C3)C3=CC=C1C(=NNC1=C3)NC3=C(C=CC(=C3)C=3OC=CN3)OC